(3S)-4-acetyl-6-fluoro-N-hydroxy-3-methyl-3,5-dihydro-2H-1,4-benzoxazepine-8-carboximidamide C(C)(=O)N1[C@H](COC2=C(C1)C(=CC(=C2)C(NO)=N)F)C